4,6-dimethyl-3-pyridinamine CC1=C(C=NC(=C1)C)N